Tert-butyl undecane-8-carboxylate CCCCCCCC(CCC)C(=O)OC(C)(C)C